tert-butyl [(3R,4S,5S)-4-hydroxy-4,5-dimethyl-1-(5-nitro-2,3-dihydrofuro[2,3-b]pyridin-4-yl)piperidin-3-yl]carbamate O[C@@]1([C@@H](CN(C[C@@H]1C)C1=C2C(=NC=C1[N+](=O)[O-])OCC2)NC(OC(C)(C)C)=O)C